2-(3-Aminophenylamino)-6-(2,6-dimethylphenyl)-7H-pyrano[2,3-d]pyrimidine-7-one NC=1C=C(C=CC1)NC=1N=CC2=C(N1)OC(C(=C2)C2=C(C=CC=C2C)C)=O